N,N'-methylene-bis(3-chloro-p-phenylene)bismaleimide C(C1=CC(=C(C=C1)N1C(C=CC1=O)=O)Cl)C1=CC(=C(C=C1)N1C(C=CC1=O)=O)Cl